(2S)-2-[(3R)-1-tert-Butoxycarbonylpyrrolidin-3-yl]-3-(3-fluoro-5-thiazol-4-yl-phenyl)propionic acid C(C)(C)(C)OC(=O)N1C[C@H](CC1)[C@@H](C(=O)O)CC1=CC(=CC(=C1)C=1N=CSC1)F